ClC=1C2=CN(N=C2C=CC1B1OC(C(O1)(C)C)(C)C)C(C)C 4-chloro-2-isopropyl-5-(4,4,5,5-tetramethyl-1,3,2-dioxaborolan-2-yl)-2H-indazole